(N-propyl)thiophosphoric triamide C(CC)NP(N)(N)=S